[Na+].[Na+].CN(CCS(=O)(=O)[O-])C(CCCCCCC\C=C/CCCCCCCC)=O.CN(CCS(=O)(=O)[O-])C(CCCCCCC\C=C/CCCCCCCC)=O methyl-oleoyl-taurine disodium salt